NC1=NC=NC=2N(C3=CC=CC=C3C21)CC(=O)N2[C@@H](C[C@H](C2)F)C(=O)NC2=NC(=CC=C2)Br (2S,4R)-1-(2-(4-amino-9H-pyrimido[4,5-b]indol-9-yl)acetyl)-N-(6-bromopyridin-2-yl)-4-fluoropyrrolidine-2-carboxamide